5-fluoro-1-(2-(4-fluoro-2-methoxy-5-nitrophenylamino)pyrimidin-4-yl)-1H-benzo[d]imidazol-2(3H)-one p-toluenesulfonate CC1=CC=C(C=C1)S(=O)(=O)O.FC1=CC2=C(N(C(N2)=O)C2=NC(=NC=C2)NC2=C(C=C(C(=C2)[N+](=O)[O-])F)OC)C=C1